Cl.C[C@@H]1CNCCS1 (2R)-2-methylthiomorpholine hydrochloride